dihydropyridin-2(1H)-one N1C(CCC=C1)=O